CC=1C=CC=2C3(C4=CC=CC=C4OC2C1)OC(C1=CC=CC=C13)=O 3'-methylspiro[isobenzofuran-1(3H),9'-[9H]xanthene]-3-one